C(C)(=O)N1CCC2(CC1)CCC1=CC(=CC=C12)Br acetyl-5-bromo-2,3-dihydrospiro[indene-1,4'-piperidine]